O1[C@H](COCC1)CN1N=C2C3=C(C[C@H](C2=C1)C)OC(=C3C(F)(F)F)C(=O)NCC3=NC=CC=N3 (4R)-2-{[(2S)-1,4-dioxan-2-yl]methyl}-4-methyl-N-[(pyrimidin-2-yl)methyl]-8-(trifluoromethyl)-4,5-dihydro-2H-furo[2,3-g]indazole-7-carboxamide